ClC1=C(CN2[C@@H](CC(CC2)(C(=O)O)CC2=NC(=CC=C2F)NC2=NNC(=C2)C)CC)C=CC=C1Cl (2R)-1-(2,3-dichlorobenzyl)-2-ethyl-4-((3-fluoro-6-((5-methyl-1H-pyrazol-3-yl)amino)pyridin-2-yl)methyl)piperidine-4-carboxylic acid